N[C@@H](CCCCN)C(=O)N[C@@H](CCC(=O)O)C(=O)O lysyl-L-glutamic acid